2-amino-N-(4-hydroxy-bicyclo[2.2.2]oct-1-yl)-5-(1-(1-isopropylpiperidin-4-yl)-1H-indazol-5-yl)nicotinamide NC1=C(C(=O)NC23CCC(CC2)(CC3)O)C=C(C=N1)C=1C=C3C=NN(C3=CC1)C1CCN(CC1)C(C)C